C(C1=CC=CC=C1)N1C([C@H]2[C@@H](C([C@H]([C@H]1CC1=CC=CC=C1)C2=O)=O)C(=O)O)=O (1S,4R,5R,7S)-3,4-dibenzyl-2-oxo-6,8-dioxo-3-azabicyclo[3.2.1]octane-7-carboxylic acid